NC1[C@@H]([C@@]([C@@H](CC1)C)(C)/C=C/C(=C/CC1=C(C(=C(C(=C1OC)Cl)C)/C=N/OC)O)/C)C 2-[(2E,4E)-5-[(1R,2R,6R)-3-amino-1,2,6-trimethylcyclohexyl]-3-methylpentane-2,4-dien-1-yl]-4-chloro-3-methoxy-6-[(1E)-(methoxyimino)methyl]-5-methylphenol